trans-4-(((trans-4-(6-Cyano-5-methoxypyridin-2-yl)cyclohexyl)methyl)(4-(1-isopropyl-1H-pyrazol-4-yl)pyridin-2-yl)carbamoyl)cyclohexyl methylcarbamate CNC(O[C@@H]1CC[C@H](CC1)C(N(C1=NC=CC(=C1)C=1C=NN(C1)C(C)C)C[C@@H]1CC[C@H](CC1)C1=NC(=C(C=C1)OC)C#N)=O)=O